CN1C(NCC2=CC=CC=C12)=O methyl-1,4-dihydroquinazolin-2-one